tert-Butyl-hexahydropyrazino[2,1-c][1,4]oxazine C(C)(C)(C)C1OCCN2C1=CNCC2